ammonium benzoate bromide [Br-].C(C1=CC=CC=C1)(=O)[O-].[NH4+].[NH4+]